tert-butyl (1S,2S,3R,5R)-3-((6-((5-(difluoromethoxy)-1H-pyrazol-3-yl)amino)pyrazin-2-yl)oxy)-2-methyl-8-azabicyclo[3.2.1]octane-8-carboxylate FC(OC1=CC(=NN1)NC1=CN=CC(=N1)O[C@H]1[C@H]([C@@H]2CC[C@H](C1)N2C(=O)OC(C)(C)C)C)F